[Si](C1=CC=CC=C1)(C1=CC=CC=C1)(C(C)(C)C)OCC(CCO)C 4-[(tert-butyldiphenylsilyl)oxy]-3-methylbutan-1-ol